2-chloro-N-[(2RS)-1-chloro-3-(4-methylphenyl)propan-2-yl]-N'-hydroxy-5-[3-(trifluoromethyl)phenoxy]pyridine-4-carboximidamide ClC1=NC=C(C(=C1)C(N[C@@H](CCl)CC1=CC=C(C=C1)C)=NO)OC1=CC(=CC=C1)C(F)(F)F |r|